OC1=C(C(=CC(=C1)C(F)(F)F)C)C=1C=CC=2C(N1)=NN(C2)[C@H]2CCC(N(C2)C)=O (S)-5-(6-(2-hydroxy-6-methyl-4-(trifluoromethyl)phenyl)-2H-pyrazolo[3,4-b]pyridin-2-yl)-1-methylpiperidin-2-one